4-[2-(benzyloxy)ethyl]oxacyclohexane-4-carbonitrile C(C1=CC=CC=C1)OCCC1(CCOCC1)C#N